IC=1C=C(C=CC1)CSC=1OC(=NN1)C1=CC=NC=C1 2-[(3-iodophenyl)methylsulfanyl]-5-pyridin-4-yl-1,3,4-oxadiazole